NC1=NC(=C(C(=N1)OC)C1C(C1)C#N)OC 2-(2-amino-4,6-dimethoxy-pyrimidin-5-yl)cyclopropanecarbonitrile